ClC1=CC(=NC(=C1O)Cl)C(=O)NC1=C2C(N(C(N(C2=CC=C1)C)=O)CC1=C(C=CC=C1)C(F)(F)F)=O 4,6-dichloro-5-hydroxy-N-(1-methyl-2,4-dioxo-3-(2-(trifluoromethyl)benzyl)-1,2,3,4-tetrahydroquinazolin-5-yl)picolinamide